4,6-di-tertiary butyl-3-methylphenol C(C)(C)(C)C1=C(C=C(C(=C1)C(C)(C)C)O)C